5-[[4-[(2R)-2-amino-4-methyl-pentoxy]-6-(2,6-dimethylphenyl)pyrimidin-2-yl]sulfamoyl]-2-(2-trimethylsilylethoxymethyl)pyrazole-3-carboxylic acid N[C@@H](COC1=NC(=NC(=C1)C1=C(C=CC=C1C)C)NS(=O)(=O)C=1C=C(N(N1)COCC[Si](C)(C)C)C(=O)O)CC(C)C